5-(3-(benzyloxy)pyrrolidin-1-yl)pyridin-3-ol C(C1=CC=CC=C1)OC1CN(CC1)C=1C=C(C=NC1)O